BrCC1=C(C=C(CN2[C@H](CN(CC2)C(=O)OC(C)(C)C)C(C)C)C=C1C(F)(F)F)C(=O)OC tertbutyl (S)-4-(4-(bromomethyl)-3-(methoxycarbonyl)-5-(trifluoromethyl)benzyl)-3-isopropylpiperazine-1-carboxylate